C(C)(C)(C)OC(=O)N[C@@H](CCC(=O)OCC1=CC=CC=C1)C(=O)N[C@H](C(=O)OC)CC(C)C Benzyl (S)-4-((tert-butoxycarbonyl)amino)-5-(((S)-1-methoxy-4-methyl-1-oxopentan-2-yl)amino)-5-oxopentanoate